OC(=O)C(F)(F)F.N1CCC(CC1)CCC1CCN(CC1)C1=CC=C(NC2C(NC(CC2)=O)=O)C=C1 3-[4-[4-[2-(4-piperidinyl)ethyl]-1-piperidinyl]anilino]piperidine-2,6-dione TFA salt